BrC=1C=C(C=2N(C1)C(=NC2)C=2SC(=CN2)C(=O)OCC)Cl ethyl 2-(6-bromo-8-chloroimidazo[1,5-a]pyridin-3-yl)thiazole-5-carboxylate